C(C1=CC=CC=C1)(=O)N1CC(C1)OC1=CC=C(C(=C1C(=O)O)O)CCB(O)O 6-[(1-Benzoylazetidin-3-yl)oxy]-3-(2-boronoethyl)-2-hydroxybenzoic acid